C(C)(C)C1=NC=C(C=N1)C(=O)NC=1C(=NC=CC1C1=CC=CC=C1)N1CCOCC1 2-isopropyl-N-(2-morpholino-4-phenylpyridin-3-yl)pyrimidine-5-carboxamide